2-(4'-Fluoro-2'-(4-methyl-4H-1,2,4-triazol-3-yl)-[1,1'-biphenyl]-3-yl)-5-formylbenzo[d]oxazole-7-carbonitrile FC1=CC(=C(C=C1)C1=CC(=CC=C1)C=1OC2=C(N1)C=C(C=C2C#N)C=O)C2=NN=CN2C